FC1=C(C(=CC=C1)F)[C@H]1CC=2N(C(NC2CC(=O)OCC)=S)C1 ethyl (R)-2-(6-(2,6-difluorophenyl)-3-thioxo-2,5,6,7-tetrahydro-3H-pyrrolo[1,2-c]imidazol-1-yl)acetate